ClP(=O)(OC1=CC=CC=C1)N[C@@H](C)C(=O)OC(CC)CC Pentan-3-YL (Chloro(Phenoxy)Phosphoryl)Alaninate